α-(4-dodecylbenzenesulfonyloxyimino)-thien-2-ylacetonitrile C(CCCCCCCCCCC)C1=CC=C(C=C1)S(=O)(=O)ON=C(C#N)C=1SC=CC1